(S)-1-(1-acryloylpyrrolidin-3-yl)-3-((3,5-dimethoxyphenyl)ethynyl)-4-(methylamino)-1H-pyrazolo[4,3-c]pyridine-7-carbonitrile C(C=C)(=O)N1C[C@H](CC1)N1N=C(C=2C(=NC=C(C21)C#N)NC)C#CC2=CC(=CC(=C2)OC)OC